D-arabinofuranosyl-5-azacytidine C1([C@@H](O)[C@H](O)[C@H](O1)CO)[C@@]1([C@H](O)[C@H](O)[C@@H](CO)O1)N1C(=O)N=C(N)N=C1